(R)-6-((1-(3,3-difluorocyclobutyl)piperidin-3-yl)amino)-3-(4-hydroxybenzo[b]thiophene-5-yl)-4-methyl-1,2,4-triazine-5(4H)-one FC1(CC(C1)N1C[C@@H](CCC1)NC=1C(N(C(=NN1)C1=C(C2=C(SC=C2)C=C1)O)C)=O)F